2-(1-(bis(4-fluorophenyl)methyl)piperidin-4-yl)-5-fluoro-1,2,3,4-tetrahydroisoquinoline FC1=CC=C(C=C1)C(N1CCC(CC1)N1CC2=CC=CC(=C2CC1)F)C1=CC=C(C=C1)F